1-((3s,4r)-1-((1,2,3-thiadiazol-4-yl)methyl)-4-(3,4-difluorophenyl)pyrrolidin-3-yl)-3-(3-(cyanomethoxy)-4-methyl-1-phenyl-1H-pyrazol-5-yl)urea S1N=NC(=C1)CN1C[C@H]([C@@H](C1)C1=CC(=C(C=C1)F)F)NC(=O)NC1=C(C(=NN1C1=CC=CC=C1)OCC#N)C